O=C1NC2=CC=CC=C2C(=C1)CCNC(C1=CC=C(C=C1)Cl)=O N-[2-(2-oxo-1,2-dihydro-4-quinolinyl)ethyl]-4-chlorobenzamide